1-(3-chloro-4-methylphenyl)-3-((5-(3-methyl-2,6-dioxopiperidin-3-yl)-6-oxo-5,6-dihydro-4H-thieno[2,3-c]pyrrol-2-yl)methyl)urea ClC=1C=C(C=CC1C)NC(=O)NCC1=CC2=C(C(N(C2)C2(C(NC(CC2)=O)=O)C)=O)S1